CC(CN)(CC(CCN)C)C 2,2,4-trimethylhexamethylenediamine